α,β-dihydroxy-β-methylvalerate OC(C(=O)[O-])C(CC)(C)O